thioarabinuronic acid O=C[C@@H](O)[C@H](O)[C@H](O)C(=S)O